COC(C[C@H](C)C1=CC=C(C=C1)Br)=O (3S)-3-(4-bromophenyl)butanoic acid methyl ester